N-(3-(difluoromethoxy)-4-(3-((2-morpholinoethyl)amino)-6-(pyrazolo[1,5-a]pyrimidin-3-yl)-1H-pyrazolo[4,3-c]pyridin-1-yl)phenyl)cyclopropanesulfonamide FC(OC=1C=C(C=CC1N1N=C(C=2C=NC(=CC21)C=2C=NN1C2N=CC=C1)NCCN1CCOCC1)NS(=O)(=O)C1CC1)F